4-cyclohexyl-phenyl-boric acid C1(CCCCC1)C1=CC=C(C=C1)OB(O)O